Cl.ClC1=C(C=CC=C1)N1CCN(CC1)C1=CC(=NC(=C1)C1=CC=C(C=C1)[N+](=O)[O-])N 4-(4-(2-chlorophenyl)piperazin-1-yl)-6-(4-nitrophenyl)pyridin-2-amine hydrochloride